4,5-bis(benzoylthio)-1,3-dithiole-2-thione C(C1=CC=CC=C1)(=O)SC=1SC(SC1SC(C1=CC=CC=C1)=O)=S